1,1,1,4,4,4-hexamethoxybutane COC(CCC(OC)(OC)OC)(OC)OC